C(C)(C)(C)OC(=O)N1CC(C(CC1)=O)(F)F tert-butyl-3,3-difluoro-4-oxopiperidine-1-carboxylate